1-ethyl-2H-benzo[d][1,3]oxazine-2,4(1H)-dione C(C)N1C(OC(C2=C1C=CC=C2)=O)=O